N1=C(C=CC2=CC=CC=C12)NCC1N(C2CC(C1)C2)C(=O)OC(C)(C)C tert-butyl 3-{[(quinolin-2-yl)amino]methyl}-2-azabicyclo[3.1.1]heptane-2-carboxylate